5-[4-(trifluoromethoxy)benzene-1-sulfonyl]pyridin-3-amine FC(OC1=CC=C(C=C1)S(=O)(=O)C=1C=C(C=NC1)N)(F)F